Cl[Rh](C1C=CC=C1)(C1C=CC=C1)(C1C=CC=C1)(C1C=CC=C1)(C1C=CC=C1)(Cl)Cl dichloro(pentacyclopentadienyl)rhodium chloride